(2R,4S) and (2S,4S)-tert-butyl 2-(2-chloroacetyl)-4-fluoropyrrolidine-1-carboxylate ClCC(=O)[C@@H]1N(C[C@H](C1)F)C(=O)OC(C)(C)C |&1:4|